NC1=C([N+](=NC2=C(C(=CC=C12)F)C=1C(=NC=CC1)C([2H])([2H])[2H])[O-])C(NCCC)=O 4-amino-7-fluoro-8-(2-(methyl-d3)pyridin-3-yl)-3-(propylcarbamoyl)cinnoline 2-oxide